C(C=C)(=O)OCCCCCCOC1=CC=C(C(=O)OC2=C(C=C(C=C2)OC(=O)C2CCC(CC2)CCCC)C(=NNC=2SC3=C(N2)C=CC(=C3)OC)CCCCCC)C=C1 [4-(4-butylcyclohexanecarbonyl)oxy-2-[hexyl-(6-methoxy-1,3-benzothiazol-2-yl)hydrazonomethyl]phenyl] 4-(6-prop-2-enoyloxyhexoxy)benzoate